4-chloro-N-[(1S)-2-(6-fluoro-2,3-dimethylphenyl)-1-(5-oxo-4H-1,3,4-oxadiazol-2-yl)propyl]benzenesulfonamide ClC1=CC=C(C=C1)S(=O)(=O)N[C@@H](C(C)C1=C(C(=CC=C1F)C)C)C=1OC(NN1)=O